C(C=C)(=O)OC1=CC(=C(C=C1)NC(C=C)=O)C(C)=O 3-Acetyl-4-acrylamidophenyl acrylate